1-[1-(6-Chloroquinolin-4-yl)piperidin-4-yl]piperidin-3-ol ClC=1C=C2C(=CC=NC2=CC1)N1CCC(CC1)N1CC(CCC1)O